4-Amino-2-oxo-1-(quinolin-4-yl)-7-(trifluoromethyl)-1,2-dihydroquinoline-3-carboxylic acid methyl ester COC(=O)C=1C(N(C2=CC(=CC=C2C1N)C(F)(F)F)C1=CC=NC2=CC=CC=C12)=O